2-chloro-5-{[(methoxyacetyl)amino]methyl}-N-{1-[6-(trifluoromethyl)pyridin-3-yl]-1H-indazol-4-yl}benzamide ClC1=C(C(=O)NC2=C3C=NN(C3=CC=C2)C=2C=NC(=CC2)C(F)(F)F)C=C(C=C1)CNC(COC)=O